ClC1=CC=C(C=C1)P(C1=CC=C(C=C1)Cl)C1=CC=C(C=C1)Cl tris-(4-chlorophenyl)phosphine